2-chloro-6-fluoro-3-phenylquinazolin-4(3H)-one ClC1=NC2=CC=C(C=C2C(N1C1=CC=CC=C1)=O)F